C(C)[C@H]1N(C[C@H](NC1)CO)C(=O)OC(C)(C)C tert-Butyl (2R,5S)-2-ethyl-5-(hydroxymethyl)piperazine-1-carboxylate